Tert-butyl (S)-3-((R)-3-(3-allylphenyl)-1-(tert-butoxy)-1-oxopropan-2-yl)pyrrolidine-1-carboxylate C(C=C)C=1C=C(C=CC1)C[C@@H](C(=O)OC(C)(C)C)[C@H]1CN(CC1)C(=O)OC(C)(C)C